sodium (2-((3r,6s)-1-acetyl-6-methylpiperidin-3-yl)-6-(pyrazin-2-yl)pyrimidin-4-yl)(2-fluoro-3-(1-methyl-1H-1,2,3-triazol-4-yl)phenyl)amide C(C)(=O)N1C[C@@H](CC[C@@H]1C)C1=NC(=CC(=N1)[N-]C1=C(C(=CC=C1)C=1N=NN(C1)C)F)C1=NC=CN=C1.[Na+]